2-[6-(4-mesylphenyl)-2-azaspiro[3.3]heptane-2-carbonyl]-7-oxa-2,5-diazaspiro[3.4]octan-6-one S(=O)(=O)(C)C1=CC=C(C=C1)C1CC2(CN(C2)C(=O)N2CC3(C2)NC(OC3)=O)C1